CS(=O)(=O)OC1=C(C(=CC=C1)Cl)C1CC(=NO1)C=1N=C(SC1)C1CCN(CC1)C(CN1N=C(C=C1C(F)F)C(F)F)=O 2-{3-[2-(1-{[3,5-bis(difluoromethyl)-1H-pyrazol-1-yl] acetyl}piperidin-4-yl)-1,3-thiazol-4-yl]-4,5-dihydro-1,2-oxazol-5-yl}-3-chlorophenyl methanesulfonate